2-chloro-5-fluoro-6-((3-methylbut-2-en-1-yl)oxy)benzo[d]thiazole ClC=1SC2=C(N1)C=C(C(=C2)OCC=C(C)C)F